undecylenoyl alcohol C(CCCCCCCCC=C)(=O)O